n-methyl-1-(6-(1-(trifluoromethyl)-1H-pyrazol-4-yl)pyridazin-3-yl)methylamine CNCC=1N=NC(=CC1)C=1C=NN(C1)C(F)(F)F